ClC=1C=C2C=NC(=NC2=CC1F)NC=1C=NN(C1)C12CC(C1)(C2)COC 6-Chloro-7-fluoro-N-(1-(3-(methoxymethyl)bicyclo[1.1.1]pentan-1-yl)-1H-pyrazol-4-yl)quinazolin-2-amine